dinaphthyl-N4,N4'-diphenyl-N4,N4'-bis(9-phenyl-9H-carbazol-3-yl)-[1,1'-biphenyl]-4,4'-diamine C1(=CC=CC2=CC=CC=C12)C=1C(=C(C=CC1N(C=1C=CC=2N(C3=CC=CC=C3C2C1)C1=CC=CC=C1)C1=CC=CC=C1)C1=CC=C(C=C1)N(C=1C=CC=2N(C3=CC=CC=C3C2C1)C1=CC=CC=C1)C1=CC=CC=C1)C1=CC=CC2=CC=CC=C12